C(C1=CC=CC=C1)OC1=CC(=C(C(=O)N2[C@@H](CN(C[C@H]2C)C(=O)C2=C(C=C(C=C2)OC)F)C)C=C1)F ((3R,5R)-4-(4-(benzyloxy)-2-fluorobenzoyl)-3,5-dimethylpiperazin-1-yl)(2-fluoro-4-methoxyphenyl)methanone